4,4'-dimethoxybenzil COC1=CC=C(C=C1)C(=O)C(=O)C1=CC=C(C=C1)OC